COC1=CC=C2C(=N1)C(=CN2)NC2=NC1=C(N2)C=CC(=C1)OC1=CC=CC=C1 N-(5-methoxy-1H-pyrrolo[3,2-b]pyridin-3-yl)-5-phenoxy-1H-benzo[d]imidazol-2-amine